Potassium 2,6-bis(diphenylmethyl)-4-tert-butylphenol C1(=CC=CC=C1)C(C1=C(C(=CC(=C1)C(C)(C)C)C(C1=CC=CC=C1)C1=CC=CC=C1)O)C1=CC=CC=C1.[K]